(1,3,3,3-tetrafluoropropyl)methyl telluride FC(CC(F)(F)F)[Te]C